FC1(CN(C1)C(=O)OC(C)(C)C)COS(=O)(=O)C tert-butyl 3-fluoro-3-(((methylsulfonyl)oxy)methyl)azetidine-1-carboxylate